C1(CC1)C1=NC=2N(C(=C1)NCC1(CN(C1)C(=O)NC([2H])([2H])[2H])C1=CC=C(C=C1)C(N(C)C)=O)N=C(C2)C(F)(F)F 3-(((5-cyclopropyl-2-(trifluoromethyl)pyrazolo[1,5-a]pyrimidin-7-yl)amino)methyl)-3-(4-(dimethylcarbamoyl)phenyl)-N-(methyl-d3)azetidine-1-carboxamide